C(CCCC)C=1C(=C(OC1)C(=O)O)C(=O)O monopentyl-furandicarboxylic acid